3-(5-(6'-fluorospiro[azetidine-3,3'-indoline]-1'-carbonyl)-1-oxoisoindolin-2-yl)piperidine-2,6-dione FC1=CC=C2C3(CN(C2=C1)C(=O)C=1C=C2CN(C(C2=CC1)=O)C1C(NC(CC1)=O)=O)CNC3